(3aR,7aS)-7a-fluorooctahydro-1H-pyrrolo[3,4-c]pyridin-1-one F[C@]12[C@H](CNCC1)CNC2=O